N-((S)-3-propenoyl-4-methyl-1-oxa-3,8-diazaspiro[4.5]decane-8-carbonyl)-N-methyl-L-valine C(C=C)(=O)N1COC2([C@@H]1C)CCN(CC2)C(=O)N([C@@H](C(C)C)C(=O)O)C